(S)-6-benzyl-N-((S)-1-(5-(2-methoxyquinolin-3-yl)-1H-imidazol-2-yl)-7-oxononyl)-6-azaspiro[2.5]octane-1-carboxamide C(C1=CC=CC=C1)N1CCC2(C[C@@H]2C(=O)N[C@@H](CCCCCC(CC)=O)C=2NC(=CN2)C=2C(=NC3=CC=CC=C3C2)OC)CC1